4-(3-methylbenzyl)thiomorpholine CC=1C=C(CN2CCSCC2)C=CC1